2,5-bis(4'-(4-aminophenyl)-[1,1'-biphenyl]-4-yl)-3,4-diphenylcyclopenta-2,4-dienone NC1=CC=C(C=C1)C1=CC=C(C=C1)C1=CC=C(C=C1)C=1C(C(=C(C1C1=CC=CC=C1)C1=CC=CC=C1)C1=CC=C(C=C1)C1=CC=C(C=C1)C1=CC=C(C=C1)N)=O